COCCN(CC[C@@H](C(=O)O)NC1=NC=C(C=N1)C(F)(F)F)CCCCC1=NC=2NCCCC2C=C1 (S)-4-((2-methoxyethyl)(4-(5,6,7,8-tetrahydro-1,8-naphthyridin-2-yl)butyl)amino)-2-((5-(trifluoromethyl)pyrimidin-2-yl)amino)butanoic acid